6-((3-isopropyl-5-((tetrahydro-2H-pyran-4-yl)amino)pyrazolo[1,5-a]pyrimidin-7-yl)amino)-2-azaspiro[3.3]heptane-2-carboxylic acid 1-(tert-butoxycarbonyl)azetidin-3-yl ester C(C)(C)(C)OC(=O)N1CC(C1)OC(=O)N1CC2(C1)CC(C2)NC2=CC(=NC=1N2N=CC1C(C)C)NC1CCOCC1